(2-((5-bromo-2-chloropyrimidin-4-yl)amino)naphthalen-1-yl)dimethylphosphine oxide BrC=1C(=NC(=NC1)Cl)NC1=C(C2=CC=CC=C2C=C1)P(C)(C)=O